FC=1C(=CC(=NC1)C)C1=NN2C(O[C@@H](CC2)C)=C1C(=O)OCC Ethyl (5R)-2-(5-fluoro-2-methylpyridin-4-yl)-5-methyl-6,7-dihydro-5H-pyrazolo[5,1-b][1,3]oxazine-3-carboxylate